3-methyl-4-phenyl-1,2,5-thiadiazole-1,1-dioxide CC1=NS(N=C1C1=CC=CC=C1)(=O)=O